(2S)-2-amino-N-[5-chloro-4-(2,6-difluorobenzoyl)-6-(trifluoromethyl)-3-pyridyl]propanamide N[C@H](C(=O)NC=1C=NC(=C(C1C(C1=C(C=CC=C1F)F)=O)Cl)C(F)(F)F)C